N-((5-iodo-2-methoxypyridin-3-yl)methyl)-2-phenyl-1-(pyridin-2-ylmethyl)piperidin-3-amine IC=1C=C(C(=NC1)OC)CNC1C(N(CCC1)CC1=NC=CC=C1)C1=CC=CC=C1